2-(hydroxymethyl)-2-methylpropane-1,3-diyl diacetate C(C)(=O)OCC(COC(C)=O)(C)CO